3,4,5-tribromo-1,2-dimercaptobenzene BrC=1C(=C(C=C(C1Br)Br)S)S